COC(CN1CCOC2=C1C=CC(=C2)N2N=C(C(=C2)C)NC=2C(=C1C=NN(C1=CC2)C2OCCCC2)Cl)=O 2-[7-[3-[(4-chloro-1-tetrahydropyran-2-yl-indazol-5-yl)amino]-4-methyl-pyrazol-1-yl]-2,3-dihydro-1,4-benzoxazin-4-yl]acetic acid methyl ester